methyl 1-formylcyclopropanecarboxylate C(=O)C1(CC1)C(=O)OC